(S)-6-Bromo-1-(1-fluoropropan-2-yl)-1H-benzo[d][1,2,3]triazole BrC=1C=CC2=C(N(N=N2)[C@H](CF)C)C1